2-(6-{5-chloro-2-[(oxacyclohex-4-yl)amino]pyrimidin-4-yl}-1-oxo-2,3-dihydro-1H-isoindol-2-yl)-N-methyl-N-(2-phenylethyl)acetamide ClC=1C(=NC(=NC1)NC1CCOCC1)C1=CC=C2CN(C(C2=C1)=O)CC(=O)N(CCC1=CC=CC=C1)C